COC=1C=C(C=CC1)C1=CC(=CC=C1)[N+](=O)[O-] 1-(3-methoxyphenyl)-3-nitrobenzene